CN1C(=[N+](C=C1)CCC)C 1,2-dimethyl-3-propyl-imidazolium